ClC=1C=C(C=CC1F)NC(N(C)[C@H](C)C1=CN=C(C2=CC=CC=C12)C(=O)NC)=O |r| racemic-4-(1-(3-(3-chloro-4-fluorophenyl)-1-methylureido)ethyl)-N-methylisoquinoline-1-carboxamide